BrC1=CC=C(C=C1)N1CCN(CC1)C=1N=C(C2=C(N1)CCSC2)O 2-(4-(4-bromophenyl)piperazin-1-yl)-7,8-dihydro-5H-thiopyrano[4,3-d]pyrimidin-4-ol